C[C@H]1CN(CCN1C1=CC2=C(N=CN=C2NC2=CC(=C(C=C2)OC2=CC3=C(N(C=N3)C)C=C2)C)C=N1)C(=O)OC(C)(C)C tert-butyl (3S)-3-methyl-4-[4-({3-methyl-4-[(1-methyl-1,3-benzodiazol-5-yl)oxy]phenyl}amino)pyrido[3,4-d]pyrimidin-6-yl]piperazine-1-carboxylate